OC=1C=CC=C2NC=C(CCN(C(C)C)C(C)C)C12 4-hydroxydiisopropyltryptamine